1,2-bis(4-hydroxylcyclohexyl)ethylene OC1CCC(CC1)C=CC1CCC(CC1)O